NC\C=C(\CN1C(=NC2=C1C=C(C=C2C2=CC(=CC=C2)S(NC)(=O)=O)C(=O)N(C)C)C)/F (Z)-1-(4-amino-2-fluorobut-2-en-1-yl)-N,N,2-trimethyl-4-(3-(N-methylsulfamoyl)phenyl)-1H-benzo[d]imidazole-6-carboxamide